2-(3,4-dichlorophenyl)-1-ethyl-4-oxo-6-(triazol-2-ylmethyl)pyridine-3-carboxylic acid ClC=1C=C(C=CC1Cl)C=1N(C(=CC(C1C(=O)O)=O)CN1N=CC=N1)CC